OC[C@H](C)N1CCS(CC1)(=O)=O (S)-4-(1-hydroxy-prop-2-yl)thiomorpholine 1,1-dioxide